C1(CC1)C1=NC(=CC=C1O[C@@H]1C[C@H](CCC1)C(=O)O)C=1N=NN(C1COC(N(C)CCC1CC1)=O)C (1S,3S)-3-((2-cyclopropyl-6-(5-((((2-cyclopropylethyl)(methyl)carbamoyl)oxy)methyl)-1-methyl-1H-1,2,3-triazol-4-yl)pyridin-3-yl)oxy)cyclohexane-1-carboxylic acid